durenic acid C1(C)=C(C)C(=C(C)C(C)=C1)C(=O)O